C(C1=CC=CC=C1)C1CCCCCC(C[C@H](NC([C@@H](NC(O1)=O)CC(C)C)=O)C(=O)OCC)C(N(C)C)=O Ethyl (4S,7S)-15-benzyl-9-(dimethylcarbamoyl)-4-isobutyl-2,5-dioxo-1-oxa-3,6-diazacyclopentadecane-7-carboxylate